NC1=NC(=C(C=C1C1=CC=C2C(NC(=NC2=C1)C)=O)B1OC(C(O1)(C)C)(C)C)F 7-(2-amino-6-fluoro-5-(4,4,5,5-tetramethyl-1,3,2-dioxaborolan-2-yl)pyridin-3-yl)-2-methylquinazolin-4(3H)-one